2-cyclopropyl-4-((3aS,7aR)-7a-fluoro-1-oxooctahydro-2H-pyrrolo[3,4-c]pyridin-2-yl)benzoic acid C1(CC1)C1=C(C(=O)O)C=CC(=C1)N1C[C@@H]2CNCC[C@@]2(C1=O)F